5-(5-methoxy-1,3,4-thiadiazol-2-yl)-2-{3-[(3S)-3-(prop-2-yl)piperazin-1-yl]-1,2,4-triazin-6-yl}phenol COC1=NN=C(S1)C=1C=CC(=C(C1)O)C1=CN=C(N=N1)N1C[C@@H](NCC1)C(C)C